t-butyl 4-(5-aminopentyl)piperidine-1-carboxylate NCCCCCC1CCN(CC1)C(=O)OC(C)(C)C